ClC=1C=C(C=CC1)C(C(=O)C1=CC=CC=C1)(F)F (R)-2-(3-chlorophenyl)-2,2-difluoro-1-phenylethan-1-al